C(C1=CC=CC=C1)OC(=O)N1C[C@H]([C@@H](C1)O)C1=CC=C(C=C1)Cl |r| rac-(3R,4S)-3-(4-chlorophenyl)-4-hydroxy-pyrrolidine-1-carboxylic acid benzyl ester